C(#N)/C(/C(=O)N(CC(=O)OC)C)=C\C=1OC(=CC1)C1=NC=2C(=C3C(=NC2)NC=C3)N1C1CCN(CC1)C methyl (E)-N-(2-cyano-3-(5-(1-(1-methylpiperidin-4-yl)-1,6-dihydroimidazo[4,5-d]pyrrolo[2,3-b]pyridin-2-yl)furan-2-yl)acryloyl)-N-methylglycinate